ClC1=CC=C(C=C1)C1=CC=CC=2N(C3=CC=CC=C3C12)C1=CC=CC=C1 4-(4-chlorophenyl)-9-phenyl-9H-carbazole